BrC=1C=CC(=C(C1)N1C(NC(=CC1=O)C(F)(F)F)=O)OC 3-(5-bromo-2-methoxyphenyl)-6-(trifluoromethyl)pyrimidine-2,4(1H,3H)-dione